2-({2-[(4-chloro-2-fluorophenyl)methoxy]-3-(trifluoromethyl)-5,6,7,8-tetrahydro-1,7-naphthyridin-7-yl}methyl)-1-(cyclobutylmethyl)-1H-1,3-benzodiazole-6-carboxylic acid ClC1=CC(=C(C=C1)COC1=NC=2CN(CCC2C=C1C(F)(F)F)CC1=NC2=C(N1CC1CCC1)C=C(C=C2)C(=O)O)F